N-(2-ethynyl-4-methoxyphenyl)-4-methylbenzenesulfonamide C(#C)C1=C(C=CC(=C1)OC)NS(=O)(=O)C1=CC=C(C=C1)C